tert-butyl (Z)-(2-(((2-butyl-2H-benzo[d][1,2,3]triazol-5-yl)oxy)methyl)-3-fluoroallyl)carbamate C(CCC)N1N=C2C(=N1)C=CC(=C2)OC\C(\CNC(OC(C)(C)C)=O)=C/F